ClC1=NC=C(C(=C1)C=1C(=C(C=CC1C)S(=O)(=O)[O-])C)Cl (2,5-dichloropyridin-4-yl)-methyl-4-methylbenzenesulfonate